5-fluoro-2-[pent-4-en-2-yloxy]benzamide FC=1C=CC(=C(C(=O)N)C1)OC(C)CC=C